tert-butyl (3S)-3-(5-amino-3-bromo-4-cyanopyrazol-1-yl)pyrrolidine-1-carboxylate NC1=C(C(=NN1[C@@H]1CN(CC1)C(=O)OC(C)(C)C)Br)C#N